C(C)OC(C(CC(CC1=CC=C(C=C1)Cl)=O)=O)=O 5-(4-chlorophenyl)-2,4-dioxopentanoic acid ethyl ester